sodium phenylbenzimidazolesulphonate tert-butyl-(3-(4-formylbenzyl)bicyclo[1.1.1]pentan-1-yl)carbamate C(C)(C)(C)N(C([O-])=O)C12CC(C1)(C2)CC2=CC=C(C=C2)C=O.C2(=CC=CC=C2)OS(=O)(=O)C=2NC1=C(N2)C=CC=C1.[Na+]